6-tertiary butyl-4-methylphenol C(C)(C)(C)C1=CC(=CC=C1O)C